4-chloro-3-iodo-N-methoxy-N-methyl-6-[(3R)-3-methylmorpholin-4-yl]pyridine-2-carboxamide ClC1=C(C(=NC(=C1)N1[C@@H](COCC1)C)C(=O)N(C)OC)I